(S)-N-(1-amino-1-oxo-2-butyl)-4-hydroxybutyramide NC([C@H](CC)NC(CCCO)=O)=O